CCCCCC/C=C\CCCCCCCCCC(=O)OC[C@H](COP(=O)([O-])OCC[N+](C)(C)C)OC(=O)CCCCCCCCC/C=C\CCCCCC 1,2-di-(11Z-octadecenoyl)-sn-glycero-3-phosphocholine